CC(C(=O)OC1=C(C=CC(=C1)S(=O)(=O)C)NCC#CC=1N(C2=CC=CC(=C2C1)NC1CCC(CC1)N1CC2(COC2)C1)CC(F)(F)F)C 5-methanesulfonyl-2-{[3-(4-{[(1S,4S)-4-{2-oxa-6-azaspiro[3.3]heptan-6-yl}cyclohexyl]amino}-1-(2,2,2-trifluoroethyl)-1H-indol-2-yl)prop-2-yn-1-yl]amino}phenyl 2-methylpropanoate